tert-butyl (3-((8-(4-chloropicolinamido)quinolin-4-yl)(methyl)amino)propyl)carbamate ClC1=CC(=NC=C1)C(=O)NC=1C=CC=C2C(=CC=NC12)N(CCCNC(OC(C)(C)C)=O)C